2,2-dimethyl-4-oxoazetidin-1-yl hydrogensulfate S(=O)(=O)(O)ON1C(CC1=O)(C)C